4-(4-(4-(1-ethylpiperidin-4-yl)piperazin-1-yl)piperidin-1-yl)-3-((3-fluoro-4-(octadecyloxy)phenyl)sulfonyl)-6-(methylsulfinyl)quinoline C(C)N1CCC(CC1)N1CCN(CC1)C1CCN(CC1)C1=C(C=NC2=CC=C(C=C12)S(=O)C)S(=O)(=O)C1=CC(=C(C=C1)OCCCCCCCCCCCCCCCCCC)F